BrC=1C=NC(=NC1)N1CCC(=CC1)CC(=O)OC methyl 2-(1-(5-bromopyrimidin-2-yl)-1,2,3,6-tetrahydropyridin-4-yl)acetate